3,5-difluoro-4-(3-(pentafluorosulfanyl)phenoxy)benzaldehyde FC=1C=C(C=O)C=C(C1OC1=CC(=CC=C1)S(F)(F)(F)(F)F)F